4-amino-N,7-dimethyl-N-(2-((1-(trifluoromethyl)cyclopropyl)ethynyl)-5,8-dihydro-6H-pyrano[3,4-b]pyridin-5-yl)imidazo[1,5-a]quinoxaline-8-carboxamide NC=1C=2N(C3=CC(=C(C=C3N1)C)C(=O)N(C1COCC3=NC(=CC=C31)C#CC3(CC3)C(F)(F)F)C)C=NC2